BrC1=CC=C(C(=C1N)C)OC 6-bromo-3-methoxy-2-methyl-aniline